N-t-butoxycarbonyl-O-methanesulfonyl-L-homoserine ethyl ester C(C)OC([C@@H](NC(=O)OC(C)(C)C)CCOS(=O)(=O)C)=O